CC1(CCCC1)C(=O)O 1-methylcyclopentylcarboxylic acid